6-(2,2'-dichloro-4''-formyl-3''-hydroxy-[1,1':3',1''-terphenyl]-3-yl)-2-methoxynicotinaldehyde ClC1=C(C=CC=C1C1=NC(=C(C=O)C=C1)OC)C1=C(C(=CC=C1)C1=CC(=C(C=C1)C=O)O)Cl